2-((4,7-Dimethylquinolin-6-yl)amino)-7-methyl-8-oxo-7,8-dihydro-9H-purine CC1=CC=NC2=CC(=C(C=C12)NC1=NC=C2N(C(NC2=N1)=O)C)C